C(C)(C)(C)OC(=O)N1C[C@H](OCC1)COC1=C2C=CC=NC2=CC(=C1)C=1SC=C(C1)C(F)F.C(C)(C)(C)C1=C(OCC(=O)NC2=CC=C(C=C2)N(C)C)C=CC=C1 2-(2-(tert-butyl)phenoxy)-N-(4-(dimethylamino)phenyl)acetamide tert-butyl-(2S)-2-[({7-[4-(difluoromethyl)thiophen-2-yl]quinolin-5-yl}oxy)methyl]morpholine-4-carboxylate